C(C)(C)(C)OC(=O)N[C@H](CC(=O)[O-])C(=O)OC(C)(C)C tert-Butyl Nα-(tert-butoxycarbonyl)-D-aspartate